(2R,4R)-N-(5-(1-amino-3-cyclopropyl-1-(pyridin-4-yl)propyl)-2-fluorophenyl)-4-hydroxy-4-(trifluoromethyl)pyrrolidine-2-carboxamide NC(CCC1CC1)(C1=CC=NC=C1)C=1C=CC(=C(C1)NC(=O)[C@@H]1NC[C@](C1)(C(F)(F)F)O)F